α-(3-aminopropionyl)-L-histidine NCCC(=O)[C@](N)(CC1=CNC=N1)C(=O)O